(S)-N'-(1,2,3,5,6,7-hexahydro-s-indacen-4-ylcarbamoyl)-4-(2-hydroxypropan-2-yl)-5-methylthiophene-2-sulfonimidamide C1CCC2=C(C=3CCCC3C=C12)NC(=O)N=[S@@](=O)(N)C=1SC(=C(C1)C(C)(C)O)C